N-{3-[4-amino-7-(1H-pyrazol-3-yl)-2H-pyrazolo[3,4-c]quinolin-2-yl]propyl}benzamide NC1=NC=2C=C(C=CC2C=2C1=NN(C2)CCCNC(C2=CC=CC=C2)=O)C2=NNC=C2